ethyl (2R,3R)-3-(tert-butoxycarbonylamino)-2-[[5-(1-methylpyrazol-4-yl)-3-nitro-2-pyridyl]oxy]-3-phenyl-propanoate (tert-butoxycarbonylamino)-3-phenyl-propanoate C(C)(C)(C)OC(=O)NC(C(=O)O)CC1=CC=CC=C1.C(C)(C)(C)OC(=O)N[C@@H]([C@H](C(=O)OCC)OC1=NC=C(C=C1[N+](=O)[O-])C=1C=NN(C1)C)C1=CC=CC=C1